N-methyl-2-(methylamino)ethylamine CNCCNC